5-chloro-4-iodo-1-(tetrahydro-2H-pyran-2-yl)-1H-pyrazolo[3,4-b]pyridine ClC=1C(=C2C(=NC1)N(N=C2)C2OCCCC2)I